benzoyl-hydrazine C(C1=CC=CC=C1)(=O)NN